nickel choline chloride [Cl-].OCC[N+](C)(C)C.[Ni]